ClC1=CC=CC2=C1NC(=N2)CNC=2C=1N(N=C(C2)N2CCN(CC2)C)C(=CN1)C=1C=C(SC1)C#N 4-(8-(((7-chloro-1H-benzo[d]imidazol-2-yl)methyl)amino)-6-(4-methylpiperazin-1-yl)imidazo[1,2-b]pyridazin-3-yl)thiophene-2-carbonitrile